C(C)C1=CC=C(C=C1)C1=CC=C(C=C1)CC 4,4'-diethylbiphenyl